P(=O)(OC1=C(C=CC=C1C)C)(OC1=C(C=CC=C1C)C)OC1=CC(=CC=C1)OP(=O)(OC1=C(C=CC=C1C)C)OC1=C(C=CC=C1C)C tetrakis(2,6-dimethylphenyl) 1,3-phenylene bisphosphate